CC=1[C@H]2[C@@H](C(OC1)=O)[C@@H](CC2)C (4aR,7R,7aS)-4,7-dimethyl-5,6,7,7a-tetrahydrocyclopenta[c]pyran-1(4aH)-one